ClC1=NC=C(C=N1)NC1=NC=CC2=CC(=CC=C12)O[C@H]1C[C@H](CCC1)O |r| Racemic-cis-3-((1-((2-chloropyrimidin-5-yl)amino)isoquinolin-6-yl)oxy)cyclohexan-1-ol